1-(4-(4-Fluorobenzylcarbamoyl)-1,2,3-thiadiazol-5-yl)-3-(2-morpholinoethyl)urea FC1=CC=C(CNC(=O)C=2N=NSC2NC(=O)NCCN2CCOCC2)C=C1